3-(2-methyl-2H-tetrazol-5-yl)-4-((4-(trifluoromethyl)phenyl)amino)benzoic acid CN1N=C(N=N1)C=1C=C(C(=O)O)C=CC1NC1=CC=C(C=C1)C(F)(F)F